O1[C@@H](CC1)COC(=O)C1=CC2=C(N=CN2)S1 (((S)-oxetan-2-yl)methyl)-1H-thieno[2,3-d]imidazole-5-carboxylate